N-((2S,3S)-1-(cyclobutylcarbonyl)-2-((3'-methylbiphenyl-3-yl)methyl)pyrrolidin-3-yl)methanesulfonamide 8-ethyl-8-tricyclo[5.2.1.0<2,6>]decyl-acrylate C(C)C1(C2C3CCCC3C(C1)C2)OC(C=C)=O.C2(CCC2)C(=O)N2[C@H]([C@H](CC2)NS(=O)(=O)C)CC=2C=C(C=CC2)C2=CC(=CC=C2)C